2,6-dicyano-4-aminopyridine C(#N)C1=NC(=CC(=C1)N)C#N